7-(4-ethyl-3-(hydroxymethyl)-5-oxo-4,5-dihydro-1H-1,2,4-triazol-1-yl)-6-fluoro-3-(2-fluoro-6-(trifluoromethyl)phenyl)-1-isopropylcinnolin-4(1H)-one C(C)N1C(=NN(C1=O)C1=C(C=C2C(C(=NN(C2=C1)C(C)C)C1=C(C=CC=C1C(F)(F)F)F)=O)F)CO